(E)-3-(1-((3,5-dichlorophenyl-ethyl)amino)-2,3-dihydro-1H-inden-5-yl)-N-hydroxyacrylamide ClC=1C=C(C=C(C1)Cl)CCNC1CCC2=CC(=CC=C12)/C=C/C(=O)NO